methyl (R)-5-(3-cyclohexyl-7-fluoro-2-methyl-1,1-dioxido-5-phenyl-2,3,4,5-tetrahydrobenzo[f][1,2,5]thiadiazepin-8-yl)-3-methylthiophene-2-carboxylate C1(CCCCC1)[C@H]1N(S(C2=C(N(C1)C1=CC=CC=C1)C=C(C(=C2)C2=CC(=C(S2)C(=O)OC)C)F)(=O)=O)C